(6R)-6-{[2-(4-methoxyphenyl)-7-(3,3,3-trifluoroprop-1-en-2-yl)[1,2,4]triazolo[1,5-c]quinazolin-5-yl]amino}-5-oxo-1,4-diazepan-1-carboxylic acid phenylmethyl ester C1(=CC=CC=C1)COC(=O)N1CCNC([C@@H](C1)NC1=NC=2C(=CC=CC2C=2N1N=C(N2)C2=CC=C(C=C2)OC)C(=C)C(F)(F)F)=O